4-[3-[2,6-dichloro-4-[(3R)-3-methylpiperazin-1-yl]benzoyl]-2,4-dihydro-1,3-benzoxazin-8-yl]-5-fluoro-2-(3-oxa-8-azabicyclo[3.2.1]oct-8-yl)benzoic acid ClC1=C(C(=O)N2COC3=C(C2)C=CC=C3C3=CC(=C(C(=O)O)C=C3F)N3C2COCC3CC2)C(=CC(=C1)N1C[C@H](NCC1)C)Cl